C(C)N(C(C(C)C)=O)CC1=CC=C(C=C1)C1=NOC(=N1)C(F)(F)F N-ethyl-2-methyl-N-[[4-[5-(trifluoromethyl)-1,2,4-oxadiazol-3-yl]phenyl]meth-yl]propanamide